(3R,5aS,6R,8aS,9R,10R,12R,12aR)-N-cyclopropyl-3,6,9-trimethyldecahydro-12H-3,12-epoxypyrano[4,3-j][1,2]benzodioxepin-10-carboxamide C1(CC1)NC(=O)[C@H]1[C@@H]([C@@H]2CC[C@H]([C@@H]3CC[C@]4(OO[C@]32[C@H](O1)O4)C)C)C